C1(CC1)S(=O)(=O)C1=NC=CC=C1N 2-(cyclopropylsulfonyl)pyridin-3-amine